FC1=CC(=C(C=C1C1=CN=NN1)O)C1=NC=C(N=C1)N(C)[C@H]1[C@H]([C@@]2(CC[C@](C1)(N2)C)C)F 4-fluoro-2-(5-{[(1S,2R,3R,5R)-2-fluoro-1,5-dimethyl-8-azabicyclo[3.2.1]octan-3-yl](methyl)amino}pyrazin-2-yl)-5-(1H-1,2,3-triazol-5-yl)phenol